1-benzylmethoxyethylamino-3,4-dimethylenehex-5-ene C(C1=CC=CC=C1)COC(C)NCCC(C(C=C)=C)=C